2-((2-oxaspiro[3.3]heptan-6-yl)methyl)-6-((4-methyl-2-(trifluoromethyl)pyrimidin-5-yl)sulfonyl)-2,6-diazaspiro[3.3]heptane C1OCC12CC(C2)CN2CC1(C2)CN(C1)S(=O)(=O)C=1C(=NC(=NC1)C(F)(F)F)C